N,N,N-trimethyl-benzylammonium bromide [Br-].C[N+](C)(C)CC1=CC=CC=C1